FCC(C(CC(=O)O)NC(C(CC)N1C(C2=CC(=CC=C2C1)C=1C=NC2=CC=CC=C2C1)=O)=O)=O 5-fluoro-4-oxo-3-(2-(1-oxo-6-(quinolin-3-yl)isoindolin-2-yl)butanamido)pentanoic acid